FC=1C=C2C3=C(CN(CCN3C=C2C=2C(NC(C2C2=CN=C3N2C=CC=C3)=O)=O)C(=O)N3CCCCC3)C1 3-[9-fluoro-1,2,3,4-tetrahydro-2-(1-piperidinylcarbonyl)pyrrolo[3,2,1-jk][1,4]benzodiazepin-7-yl]-4-imidazo[1,2-a]pyridin-3-yl-1h-pyrrole-2,5-dione